(5-(2-Fluoro-4-methylphenyl)-1-propionyl-4,5-dihydro-1H-pyrazol-3-yl)-4-methylthiophene FC1=C(C=CC(=C1)C)C1CC(=NN1C(CC)=O)C=1SC=C(C1)C